C(C)N1N=NC2=C1C=CC(=C2C)C(CC(=O)OCC)C=2C=C(C1=C(C=CS1)C2)CO ethyl 3-(1-ethyl-4-methyl-1H-benzotriazol-5-yl)-3-[7-(hydroxymethyl)-1-benzothiophen-5-yl]propanoate